C1(=CC=CC=C1)[SiH2]OC(OC1=CC=CC=C1)OC1=CC=CC=C1 phenyl-diphenoxymethoxysilane